FC=1C=C(C=C2C(=NN(C12)C1OCCCC1)C=C)C=1C(=NN(C1O)C)C 4-(7-fluoro-1-(tetrahydro-2H-pyran-2-yl)-3-vinyl-1H-indazol-5-yl)-1,3-dimethyl-1H-pyrazol-5-ol